(S)-6-isopropyl-5-(8-methoxy-[1,2,4]triazolo[1,5-a]pyridin-6-yl)-1-(1-propylpiperidin-3-yl)-1,3-dihydro-2H-benzo[d]imidazol-2-one C(C)(C)C=1C(=CC2=C(N(C(N2)=O)[C@@H]2CN(CCC2)CCC)C1)C=1C=C(C=2N(C1)N=CN2)OC